Cl.N[C@@H](CC(=O)OC)C1=CC=C(C=C1)Br methyl (3S)-3-amino-3-(4-bromophenyl)propanoate hydrochloride